CN(C(CCC=1C=C(C=CC1)[C@@H](C)NC(C1=C(C=CC(=C1)N1CCN(CC1)C)C)=O)=O)C N-[(1R)-1-[3-[3-(dimethylamino)-3-oxo-propyl]phenyl]ethyl]-2-methyl-5-(4-methyl-piperazin-1-yl)benzamide